acryloyloxydecyl-phosphorylcholine C(C=C)(=O)OCCCCCCCCCCP(=O)=C(O)C[N+](C)(C)C